glycyl-histidyl-leucine NCC(=O)N[C@@H](CC1=CNC=N1)C(=O)N[C@@H](CC(C)C)C(=O)O